C(C)(C)(C)OC(=O)N1CC(CC1)C1=CC(=C(C=C1)C=1N=C2SC3=C(N2C1)C=CC(=C3)C(NC)=O)F 3-(3-fluoro-4-(7-(methylcarbamoyl)benzo[d]imidazo[2,1-b]thiazol-2-yl)phenyl)pyrrolidine-1-carboxylic acid tert-butyl ester